Cl.N1CC(C1)C=1SC(=CN1)C1=CC=CC=C1 (azetidin-3-yl)-5-phenylthiazole hydrochloride